FC=1C=C(C=CC1F)NC(=O)C=1N(C=CC1)C N-(3,4-difluorophenyl)-1-methyl-1H-pyrrole-2-carboxamide